FC1=C(C=C(C=C1)NC(C=C)=O)NC1=NC(=NC=C1C1=CC=C(C=C1)C(F)(F)F)NC1=CSC(=C1)C N-(4-fluoro-3-((2-((5-methylthiophen-3-yl)amino)-5-(4-(trifluoromethyl)phenyl)pyrimidin-4-yl)amino)phenyl)acrylamide